C(C)(C)(C)OC=1C=NC(=NC1)C=1C=C(SC1C)C(=O)NC1=CC(=CC(=C1)SCC)Cl 4-(5-(tert-butoxy)pyrimidin-2-yl)-N-(3-chloro-5-(ethylsulfanyl)phenyl)-5-methylthiophene-2-carboxamide